3-nitro-5-(piperazin-1-yl)-1H-pyrrolo[3,2-b]pyridine tert-Butyl-4-[3-nitro-1H-pyrrolo[3,2-b]pyridin-5-yl]piperazine-1-carboxylate C(C)(C)(C)OC(=O)N1CCN(CC1)C1=CC=C2C(=N1)C(=CN2)[N+](=O)[O-].[N+](=O)([O-])C2=CNC=1C2=NC(=CC1)N1CCNCC1